1-methyl-4-(5-nitropyridin-2-yl)-1H-1,2,3-triazole-5-carboxylic acid CN1N=NC(=C1C(=O)O)C1=NC=C(C=C1)[N+](=O)[O-]